1-chloro-4-phenyldibenzo[b,d]furan ClC1=CC=C(C=2OC3=C(C21)C=CC=C3)C3=CC=CC=C3